CCOC(OCC)OCC triethyl-O-formate